2-(Benzyl(2-hydroxyethyl)amino)-1-(pyridin-2-yl)ethane-1-one C(C1=CC=CC=C1)N(CC(=O)C1=NC=CC=C1)CCO